(3,4-dimethylphenyl) phosphate P(=O)(OC1=CC(=C(C=C1)C)C)([O-])[O-]